FC=1C=C(C=C2C=3C(C4=C(C(C3NC12)=O)C=CC=C4)=O)C(=O)OC methyl 4-fluoro-6,11-dioxo-6,11-dihydro-5H-benzo[b]carbazole-2-carboxylate